COC1=CC(=NC=C1C#N)C=1SC(=CN1)CN1C[C@H](OCC1)C=1C(=C2COC(C2=CC1)=O)C (R)-4-methoxy-6-(5-((2-(4-methyl-1-oxo-1,3-dihydroisobenzofuran-5-yl)morpholino)methyl)thiazol-2-yl)nicotinonitrile